ClC1=CC=C2C(=C(NC2=C1Cl)C=1NC(=NN1)C(C)O)C=1C=NNC1 (5-(6,7-dichloro-3-(1H-pyrazol-4-yl)-1H-indol-2-yl)-4H-1,2,4-triazol-3-yl)ethan-1-ol